N2-(2-(1-(Cyclopropylsulfonyl)-1H-pyrazol-4-yl)pyridin-4-yl)-N4-((1s,4s)-4-fluorocyclohexyl)-5-(1-methyl-5-(trifluoromethyl)-1H-pyrazol-3-yl)pyrimidine-2,4-diamine C1(CC1)S(=O)(=O)N1N=CC(=C1)C1=NC=CC(=C1)NC1=NC=C(C(=N1)NC1CCC(CC1)F)C1=NN(C(=C1)C(F)(F)F)C